C(#N)C=1C=C(C=C2CC(CC12)(O)C=O)NC([C@@H](C)N(C)C)=O (2R)-N-(7-Cyano-2-formyl-2-hydroxy-indan-5-yl)-2-(dimethylamino)propanamide